(S)-1-(1-(pyridin-3-yl)ethyl)-4-(1-(4-(trifluoromethyl)phenyl)-1H-indazol-3-yl)pyridin-2(1H)-one N1=CC(=CC=C1)[C@H](C)N1C(C=C(C=C1)C1=NN(C2=CC=CC=C12)C1=CC=C(C=C1)C(F)(F)F)=O